6-[4-(difluoromethyl)phenyl]-N-(2-hydroxy-2-methylpropyl)-3-oxo-2-(pyridin-3-yl)-2,3-dihydropyridazine-4-carboxamide FC(C1=CC=C(C=C1)C=1C=C(C(N(N1)C=1C=NC=CC1)=O)C(=O)NCC(C)(C)O)F